3-bromo-N-[1-[5-bromo-2-(5-cyano-2-pyridyl)-1,2,4-triazol-3-yl]ethyl]-5-(trifluoromethyl)benzamide BrC=1C=C(C(=O)NC(C)C=2N(N=C(N2)Br)C2=NC=C(C=C2)C#N)C=C(C1)C(F)(F)F